N-(1-(4-chloroisoquinolin-1-yl)ethylidene)-2-methylpropane-2-sulfinamide ClC1=CN=C(C2=CC=CC=C12)C(C)=NS(=O)C(C)(C)C